C(C)N(C(C1=C(C=CC(=C1)F)OC1=C(N=CN=N1)N1CC2(CN(C2)[C@@H](C(C)C)CCCN(C)C(C)C)CC1)=O)C(C)C (R)-N-ethyl-5-fluoro-N-isopropyl-2-((5-(2-(6-(isopropyl(methyl)amino)-2-methylhexan-3-yl)-2,6-diazaspiro[3.4]octan-6-yl)-1,2,4-triazin-6-yl)oxy)benzamide